CC1=CC=C(C=C1)S(=O)(=O)OC[C@H]1OC([C@H]2[C@@H]1OC(O2)(C)C)OC [(3aR,6R,6aR)-4-methoxy-2,2-dimethyl-3a,4,6,6a-tetra-hydrofuro[3,4-d][1,3]dioxol-6-yl]methyl 4-methylbenzenesulfonate